4-methyl-2-(methylcarbamoyl)thiazole-5-carboxylic acid CC=1N=C(SC1C(=O)O)C(NC)=O